ClC1=NC=C(C=N1)C=1CCN(CC1)C(C)=O 1-[4-(2-chloro-pyrimidin-5-yl)-3,6-dihydro-2H-pyridin-1-yl]-ethanone